CC(CP([O-])(=O)CC(CC(C)(C)C)C)CC(C)(C)C.C(CCC)[P+](CCCC)(CCCC)CCCC tetrabutylphosphonium bis(2,4,4-trimethylpentyl)phosphinate